racemic-7-(3-((benzyloxy)methyl)-4-ethyl-5-oxo-4,5-dihydro-1H-1,2,4-triazol-1-yl)-6-fluoro-1-isopropyl-3-methyl-3-(o-tolyl)-2,3-dihydroquinolin-4(1H)-one C(C1=CC=CC=C1)OCC1=NN(C(N1CC)=O)C1=C(C=C2C([C@@](CN(C2=C1)C(C)C)(C1=C(C=CC=C1)C)C)=O)F |r|